butandioat C(CCC(=O)[O-])(=O)[O-]